N-[[[3-(trifluoromethyl)phenyl]amino]carbonyl]benzenesulfonamide benzyl-((4-(tert-butyl)phenoxy)(perfluorophenoxy)phosphoryl)-L-alaninate C(C1=CC=CC=C1)N([C@@H](C)C(=O)O)P(=O)(OC1=C(C(=C(C(=C1F)F)F)F)F)OC1=CC=C(C=C1)C(C)(C)C.FC(C=1C=C(C=CC1)NC(=O)NS(=O)(=O)C1=CC=CC=C1)(F)F